CC(CC1=CC(=CC=C1)B1OC(C(O1)(C)C)(C)C)S(=O)(=O)N methyl-2-(3-(4,4,5,5-tetramethyl-1,3,2-dioxaborolan-2-yl)phenyl)ethanesulfonamide